C(CCC)OC=CC propenyl n-butyl ether